1-(8-Cyano-quinazolin-5-yl)-piperidine-4-carboxylic acid (2-diethylamino-ethyl)-amide C(C)N(CCNC(=O)C1CCN(CC1)C1=C2C=NC=NC2=C(C=C1)C#N)CC